4-(3-((4-chloro-2-fluorobenzyl)oxy)phenyl)piperidine hydrochloride Cl.ClC1=CC(=C(COC=2C=C(C=CC2)C2CCNCC2)C=C1)F